2-amino-4-hydroxy-6-hydroxymethyl-dihydropteridine diphosphate OP(O)(=O)OP(=O)(O)O.NC1NC2=NC=C(N=C2C(=N1)O)CO